FC1=C(C=CC(=C1C)OC1=CC2=C(N(C=N2)C)C=C1)NC1=NC=NC2=CC(=C(C=C12)OC1CC2CCC(C1)N2C(=O)OC(C)(C)C)OC tert-Butyl exo-3-((4-((2-fluoro-3-methyl-4-((1-methyl-1H-benzo[d]imidazol-5-yl)oxy)phenyl)amino)-7-methoxyquinazolin-6-yl)oxy)-8-azabicyclo[3.2.1]octane-8-carboxylate